N-((1r,3R)-3-(hydroxymethyl)cyclobutyl)-5-(6-(trifluoromethyl)picolinamido)-2H-indazole-6-carboxamide OCC1CC(C1)NC(=O)C=1C(=CC2=CNN=C2C1)NC(C1=NC(=CC=C1)C(F)(F)F)=O